benzyl (2,6-dimethyl-5-oxoheptan-2-yl)(methyl)carbamate CC(C)(CCC(C(C)C)=O)N(C(OCC1=CC=CC=C1)=O)C